1-(2-Methoxy-3-((2-methoxyethyl)amino)-3-oxopropyl)-1H-benzo[d]Imidazole-6-carboxylic acid COC(CN1C=NC2=C1C=C(C=C2)C(=O)O)C(=O)NCCOC